N-(2-((1S,3S,5S)-3-Cyano-2-azabicyclo[3.1.0]hexan-2-yl)-2-oxoethyl)-7-(difluoromethyl)quinoline-4-carboxamide C(#N)[C@H]1N([C@H]2C[C@H]2C1)C(CNC(=O)C1=CC=NC2=CC(=CC=C12)C(F)F)=O